FC1=NC=CC(=C1)C=1N=C(C2=C(N1)C=NC=C2)NC(CCN(C)C)(C)C N3-(2-(2-fluoropyridin-4-yl)pyrido[3,4-d]pyrimidin-4-yl)-N1,N1,3-trimethylbutane-1,3-diamine